CC=1SC2=C(N1)C=C1C=CC=CC1=C2 2-methylnaphtho[2,3-d]thiazole